2,2,2-Trichloroethyl ((2-(naphthalen-2-yl)propanoyl)oxy)carbamate C1=C(C=CC2=CC=CC=C12)C(C(=O)ONC(OCC(Cl)(Cl)Cl)=O)C